2-chloro-3-nitro-pyridin-4-amine ClC1=NC=CC(=C1[N+](=O)[O-])N